(1S,2S,3R,5S)-3-[7-[(1R,2S)-2-(3,4-difluorophenyl)cyclopropylamino]-5-(propylthio)-3H-[1,2,3]triazolo[4,5-d]pyrimidin-3-yl]-5-(2-hydroxyethoxy)-1,2-cyclopentanediol FC=1C=C(C=CC1F)[C@H]1[C@@H](C1)NC=1C2=C(N=C(N1)SCCC)N(N=N2)[C@H]2[C@@H]([C@@H]([C@H](C2)OCCO)O)O